OC1=C(C=CC=C1)C=1C=C2C(=NN1)NC[C@@H]1N2CCN(C1)C1CCN(CC1)C1CCN(CC1)C1CC2(CC(C2)C(=O)OC)C1 (S)-methyl 6-(4-(2-(2-hydroxyphenyl)-6a,7,9,10-tetrahydro-5H-pyrazino[1',2':4,5]pyrazino[2,3-c]pyridazin-8(6H)-yl)-[1,4'-bipiperidin]-1'-yl)spiro[3.3]heptane-2-carboxylate